1'-(4-((2,6-dioxopiperidin-3-yl)amino)-2-fluorophenyl)-3'-fluoro-N-((1r,4r)-4-((5-fluoro-4-(3-(3-oxomorpholino)phenyl)pyrimidin-2-yl)amino)cyclohexyl)-[1,4'-bipiperidine]-4-carboxamide O=C1NC(CCC1NC1=CC(=C(C=C1)N1CC(C(CC1)N1CCC(CC1)C(=O)NC1CCC(CC1)NC1=NC=C(C(=N1)C1=CC(=CC=C1)N1C(COCC1)=O)F)F)F)=O